3-(2-Methoxy-2-oxoethyl)benzoic acid COC(CC=1C=C(C(=O)O)C=CC1)=O